N1N=CC2=NC=CC=C21 PYRAZOLO-[4,3-B]PYRIDINE